4-(6-(1-(isobutylimino)-1-thiomorpholino)pyridin-3-yl)-6-(1-methyl-1H-pyrazol-4-yl)pyrazolo[1,5-a]pyridine-3-carbonitrile C(C(C)C)N=S1CCN(CC1)C1=CC=C(C=N1)C=1C=2N(C=C(C1)C=1C=NN(C1)C)N=CC2C#N